OC1=C2NC=NC2=NC=N1 6-hydroxypurine